ClCC(=O)NC=1SC=C(N1)/C(/C(=O)Cl)=N/OC 2-(2-chloroacetamidothiazole-4-yl)-2-Z-methoxyiminoacetyl chloride